(S)-N-(2-cyano-5-(difluoromethyl)phenyl)-3-(3-fluoro-4-methylphenyl)-3-(1,2,4-thiadiazol-5-yl)pyrrolidine-1-carboxamide C(#N)C1=C(C=C(C=C1)C(F)F)NC(=O)N1C[C@@](CC1)(C1=NC=NS1)C1=CC(=C(C=C1)C)F